C1(CC1)C1=CC(=NN1C1=NC(=CC=C1C(C)O)C=1C=NN2C1C=CC(=C2)OC=2N=NC(=CC2)C)C#N 5-cyclopropyl-1-[3-(1-hydroxyethyl)-6-[6-(6-methylpyridazin-3-yl)oxypyrazolo[1,5-a]pyridin-3-yl]pyridin-2-yl]pyrazole-3-carbonitrile